ClC1=NC2=CC=CC=C2C(=C1N)NCC1=CC(=CC=C1)N1CCCC1 2-chloro-N4-(3-(pyrrolidin-1-yl)benzyl)quinoline-3,4-diamine